CCCCCCCCCCCCCCCCCCCCCCCCCCCCCCCCCCCCCCCCCCCCCCCCCCCCCCCCCCCCCCCCCC n-Hexahexacontane